O1CCN(CC1)CCN1C(C=2N(CC1C(=O)NC1CCCCC1)C=C(C(C2O)=O)C(=O)O)=O 2-(2-morpholinoethyl)-3-cyclohexylaminocarbonyl-9-hydroxy-1,8-dioxo-1,3,4,8-tetrahydro-2H-pyrido[1,2-a]pyrazine-7-carboxylic acid